rel-4-[(1,1,2,2,2-2H5)ethyl]-3-(5-fluoro-2-methyl-6-{[(1r,4r)-4-(tri-fluoromethyl)cyclohexyl]oxy}pyrimidin-4-yl)-1H,4H,5H-pyrrolo[3,2-b]pyridin-5-one C(C([2H])([2H])[2H])([2H])([2H])N1C2=C(C=CC1=O)NC=C2C2=NC(=NC(=C2F)OC2CCC(CC2)C(F)(F)F)C